C(C)(C)(C)OC(=O)NCC1=C(C=CC(=C1F)OC)C1=CC=C(C=C1)C(=O)OC methyl 2'-(((tert-butoxycarbonyl)amino)methyl)-3'-fluoro-4'-methoxy-[1,1'-biphenyl]-4-carboxylate